C(#N)C1=[N+](C=CC=C1C)[O-] 2-cyano-3-methyl-1-pyridinium-1-olate